ClC(=O)[C@@H]1CSC2N1C([C@H](CC2)NC(OCC2C1=CC=CC=C1C=1C=CC=CC21)=O)=O 9H-fluoren-9-ylmethyl N-[(3S,6S)-3-chlorocarbonyl-5-oxo-2,3,6,7,8,8a-hexahydrothiazolo[3,2-a]pyridin-6-yl]carbamate